Ethyl 2-oxospiro[3.5]nonane-7-carboxylate O=C1CC2(C1)CCC(CC2)C(=O)OCC